COC1=CC=C(C=C1)C1(C=CC2=C(O1)C=1C=C(C=CC1C1=C2C(C2=C(C=CC=C21)Br)(C)C)C)C2=CC=C(C=C2)OC 3,3-bis(4-methoxyphenyl)-12-bromo-6,13,13-trimethyl-3H,13H-indeno[2',3':3,4]naphtho[1,2-b]pyran